[Si](C)(C)(C(C)(C)C)OCCN1CCOC2=NC(=C(C=3N=C(N=C1C23)SC)F)Cl 10-(2-((tert-butyldimethylsilyl)oxy)ethyl)-5-chloro-4-fluoro-2-(methylthio)-9,10-dihydro-8H-7-oxa-1,3,6,10-tetraazacyclohepta[de]naphthalene